3-phenyl-3-(2,2,2-trifluoroacetamido)propanoic acid C1(=CC=CC=C1)C(CC(=O)O)NC(C(F)(F)F)=O